4-Bromo-2-methylbenzoate BrC1=CC(=C(C(=O)[O-])C=C1)C